(R)-6-chloro-5-methyl-N-(1-methylpiperidin-3-yl)-1,2,4-triazin ClC1=C(N=CNN1[C@H]1CN(CCC1)C)C